ClC1=C2[C@H](N3C(C2=CC=C1)=CN=C3)[C@@H]3[C@H](COCC3)O (3R,4R)-4-((R)-6-Chloro-5H-imidazo[5,1-a]isoindol-5-yl)tetrahydro-2H-pyran-3-ol